5-((4-fluorobenzyl)oxy)-1H-indole FC1=CC=C(COC=2C=C3C=CNC3=CC2)C=C1